C(C(C)C)N i-butyl-amine